[N+](=O)(OCCC1CCN(CC1)S(=O)(=O)C1=CC(=C(C=C1)OCCC)C1=NN2C(C(N1)=O)=C(C(=C2CCC)C=O)C)[O-] 2-(1-((3-(6-formyl-5-methyl-4-oxo-7-propyl-3,4-dihydropyrrolo[2,1-f][1,2,4]triazin-2-yl)-4-propoxyphenyl)sulfonyl)piperidin-4-yl)ethyl nitrate